The molecule is a methoxybenzoate that is the conjugate base of 4-methoxybenzoic acid. It has a role as a plant metabolite. It derives from a benzoate. It is a conjugate base of a 4-methoxybenzoic acid. COC1=CC=C(C=C1)C(=O)[O-]